4-Pregnen-17,21-diol C(C[C@]1(CC[C@H]2[C@@H]3CCC4=CCCC[C@]4(C)[C@H]3CC[C@]12C)O)O